p-phenylenebis(trimellitic acid) C1(=CC=C(C=C1)C1=C(C(C(=O)O)=CC=C1C(=O)O)C(=O)O)C1=C(C(C(=O)O)=CC=C1C(=O)O)C(=O)O